4-(4-bromo-1H-pyrazol-1-yl)-2-phenyl-4,5-dihydro-oxazole BrC=1C=NN(C1)C1N=C(OC1)C1=CC=CC=C1